2-fluoro-3'-(methylsulfonamido)-[1,1'-biphenyl]-4-carboxylic acid FC1=C(C=CC(=C1)C(=O)O)C1=CC(=CC=C1)NS(=O)(=O)C